CC(CCCCCCCCC(CCCCC)O)O hexadecane-2,11-diol